tert-butyl-(R)-(5-(3-((tert-butoxycarbonyl)amino)-3-methylpyrrolidin-1-yl)pyridin-3-yl)boronic acid C(C)(C)(C)OB(O)C=1C=NC=C(C1)N1C[C@](CC1)(C)NC(=O)OC(C)(C)C